6-(4-bromobenzyl)-2-oxa-6-azaspiro[3.4]octane BrC1=CC=C(CN2CC3(COC3)CC2)C=C1